OC(C)C1=CC=C(O[C@@H]2O[C@@H]([C@H]([C@@H]([C@H]2CC(=O)O)CC(=O)O)CC(=O)O)C(=O)OC)C=C1.OC1=CC=C(CCBr)C=C1 para-hydroxybenzyl-methyl bromide (2S,3R,4S,5S,6S)-2-(4-(1-hydroxyethyl)phenoxy)-6-(methoxycarbonyl)tetrahydro-2H-pyran-3,4,5-triyl-triacetate